CS(=O)(=O)C1=CC(=C(C=C1)NCC#CC=1N(C=2C=CC=C(C2C1)NC1CCC(CC1)N1CCCC1)CC(F)(F)F)OC 2-{3-[(4-methane-sulfonyl-2-methoxy-phenyl)amino]prop-1-yn-1-yl}-N-[(1R,4R)-4-(pyrrolidin-1-yl)cyclohexyl]-1-(2,2,2-trifluoroethyl)-1H-indol-4-amine